N1(CCCCC1)C1=CC=C(O1)C=O 5-piperidine-1-yl-2-furanaldehyde